cis-2-(4-amino-2-fluorophenoxy)-4,4-difluorocyclopentanol NC1=CC(=C(O[C@@H]2[C@@H](CC(C2)(F)F)O)C=C1)F